C12CCCC2C1 Bicyclo[3.1.0]hexane